Methyl-1,3-diaminocyclohexan CC1(CC(CCC1)N)N